ClC=1C=C(C=CC1F)NC(N([C@H](C)C1=NN(C(C2=CC(=C(C=C12)F)F)=O)C)CCS(NC(NC1=CC(=C(C=C1)F)Cl)=O)(=O)=O)=O |r| racemic-3-(3-chloro-4-fluoro-phenyl)-1-[2-[(3-chloro-4-fluoro-phenyl)carbamoylsulfamoyl]ethyl]-1-[1-(6,7-difluoro-3-methyl-4-oxo-phthalazin-1-yl)ethyl]urea